S1C=NC2=C1C=CC(=C2)NC(=O)[C@H]2CN(CC2)S(=O)(=O)C=2C=C1C(=NC2)ON=C1C (R)-N-(benzo[d]thiazol-5-yl)-1-((3-methylisoxazolo[5,4-b]pyridin-5-yl)sulfonyl)pyrrolidine-3-carboxamide